ClC=1C(=NC(=NC1)NC=1C(=CC(=C(C1)NC(C=C)=O)N(C)CCN(C)C)OC)NC1=C(C(=CC=C1)C)N(S(=O)(=O)C)C N-(5-((5-chloro-4-((3-methyl-2-(N-methylmethylsulfonamido)phenyl)amino)pyrimidin-2-yl)amino)-2-((2-(dimethylamino)ethyl)(methyl)amino)-4-methoxyphenyl)acrylamide